(5-isopropyl-1H-pyrazol-3-yl)-(8-methyl-1,3,4,5-tetrahydropyrido[4,3-b]indol-2-yl)methanone C(C)(C)C1=CC(=NN1)C(=O)N1CC2=C(NC=3C=CC(=CC23)C)CC1